7-((5-(4-methylpiperazin-1-yl)pyridin-2-yl)amino)-1-oxo-4-(pyridin-2-yl)isoindoline-2-carboxylic acid tert-butyl ester C(C)(C)(C)OC(=O)N1C(C2=C(C=CC(=C2C1)C1=NC=CC=C1)NC1=NC=C(C=C1)N1CCN(CC1)C)=O